ethyl 4,4-difluoro-3-oxobutanoate FC(C(CC(=O)OCC)=O)F